(S)-1'-(8-((2-AMINO-3-CHLOROPYRIDIN-4-YL)THIO)IMIDAZO[1,2-C]PYRIMIDIN-5-YL)-5,7-DIHYDROSPIRO[CYCLOPENTA[B]PYRIDIN-6,4'-PIPERIDIN]-5-AMIN NC1=NC=CC(=C1Cl)SC=1C=2N(C(=NC1)N1CCC3(CC1)[C@@H](C=1C(=NC=CC1)C3)N)C=CN2